(S)-N-(9-((3-hydroxyoxetan-3-yl)ethynyl)-5-methyl-4-oxo-2,3,4,5-tetrahydropyrido[3,2-b][1,4]oxazepin-3-yl)-4-phenoxypyridineamide OC1(COC1)C#CC1=CC=NC2=C1OC[C@@H](C(N2C)=O)NC(=O)C2=NC=CC(=C2)OC2=CC=CC=C2